(2-cyano-2-(2-(3,5-dichloro-4-((2-(2-fluorobenzyl)-1-oxo-1,2,3,4-tetrahydroisoquinolin-6-yl)oxy)phenyl)hydrazono)acetyl)carbamate C(#N)C(C(=O)NC([O-])=O)=NNC1=CC(=C(C(=C1)Cl)OC=1C=C2CCN(C(C2=CC1)=O)CC1=C(C=CC=C1)F)Cl